1-(4-bromobenzenesulfonyl)azetidine (S)-2-(2-benzoyl-6-(3-methyl-1H-pyrrolo[2,3-b]pyridin-5-yl)-1,2,3,4-Tetrahydroisoquinolin-8-yl)pyrrolidine-1-carboxylate C(C1=CC=CC=C1)(=O)N1CC2=C(C=C(C=C2CC1)C=1C=C2C(=NC1)NC=C2C)[C@H]2N(CCC2)C(=O)O.BrC2=CC=C(C=C2)S(=O)(=O)N2CCC2